(S)-N,N-dimethyl-3-pyrrolidinamine CN(C)[C@H]1CCNC1